O(C1=CC=CC=C1)C1=C(N=NC=C1)N Phenoxypyridazin-3-amine